3'-(Trifluoromethyl)acetophenone FC(C=1C=C(C=CC1)C(C)=O)(F)F